Cl.NCC(C(F)(F)F)(O)C 3-Amino-1,1,1-trifluoro-2-methylpropan-2-ol hydrochloride